C(C)(C)(C)OC(=O)N1C2CN(CC1C2)C2=NC=C(C=C2)C=2C=1N(C=C(C2)OCC(C)(C)O)N=CC1C#N 3-(5-(3-cyano-6-(2-hydroxy-2-methylpropyloxy)pyrazolo[1,5-a]pyridin-4-yl)pyridin-2-yl)-3,6-diazabicyclo[3.1.1]heptane-6-carboxylic acid tert-butyl ester